2,2'-azobis(3-ethylbenzothiazoline-6-sulfonic acid) diammonium salt [NH4+].[NH4+].N(=NC1SC2=C(N1CC)C=CC(=C2)S(=O)(=O)[O-])C2SC1=C(N2CC)C=CC(=C1)S(=O)(=O)[O-]